tert-butyl 7-((5-(difluoromethyl)-6-ethylpyridin-2-yl)oxy)-2-azaspiro[3.5]nonane-2-carboxylate FC(C=1C=CC(=NC1CC)OC1CCC2(CN(C2)C(=O)OC(C)(C)C)CC1)F